N-Phenyldithiocarbamic acid trimethylsilyl ester C[Si](C)(C)SC(NC1=CC=CC=C1)=S